2-((1s,2s)-1-(2-cyano-5-fluorophenyl)-1-(1-(2-methoxyethyl)-3-methyl-1H-pyrazol-4-yl)propan-2-yl)-5-hydroxy-N-(isoxazol-4-yl)-1-methyl-6-oxo-1,6-dihydropyrimidine-4-carboxamide C(#N)C1=C(C=C(C=C1)F)[C@H]([C@H](C)C=1N(C(C(=C(N1)C(=O)NC=1C=NOC1)O)=O)C)C=1C(=NN(C1)CCOC)C